FC=1C=C2CCCN(C2=CC1)C(=O)C1CC2(CC(C2)NC(=O)NCC2=CC=C(C=C2)OC)C1 1-(6-(6-fluoro-1,2,3,4-tetrahydroquinoline-1-carbonyl)spiro[3.3]heptan-2-yl)-3-(4-methoxybenzyl)urea